C(C)N1N(C2=NC(=NC=C2C1=O)SC)C1=CC=CC(=N1)C1(CC1)C#N 1-(6-(2-ethyl-6-(methylthio)-3-oxo-2,3-dihydro-1H-pyrazolo[3,4-d]pyrimidin-1-yl)pyridin-2-yl)cyclopropane-1-carbonitrile